2-(((3S,4R)-4-ALLYLPYRROLIDIN-3-YL)THIO)PYRIMIDINE 2,2,2-TRIFLUOROACETATE FC(C(=O)O)(F)F.C(C=C)[C@H]1[C@@H](CNC1)SC1=NC=CC=N1